COC(=O)C1C([C@@]2([C@@](OC3=C2C(=CC(=C3)OC)OC)(C1C1=CC=CC=C1)C1=CC=C(C=C1)OCC1=CC=CC=C1)O)=O.C1CC(=O)O[C@@H]3CC[C@H](CC3)OC1=O trans-1,4-cyclohexanediyl ethylenedicarboxylate methyl-(3aR,8bR)-3a-(4-benzyloxyphenyl)-8b-hydroxy-6,8-dimethoxy-1-oxo-3-phenyl-2,3-dihydrocyclopenta[b]benzofuran-2-carboxylate